N[C@@H]1CC(N(C1)C1=CC=C(C=C1)S(=O)(=O)N1CCN(CC1)C1=NC(=CC(=C1)C([C@@H]1CC[C@H](CC1)C(=O)N1CC2(C1)CN(C2)C)(F)F)Cl)=O Trans-(4R)-4-amino-1-[4-[4-[6-chloro-4-[difluoro-[4-(6-methyl-2,6-diazaspiro[3.3]heptane-2-carbonyl)cyclohexyl]methyl]-2-pyridyl]piperazin-1-yl]sulfonylphenyl]pyrrolidin-2-one